(2S,4R)-N-[(S)-(5-cyclopropyl-6-fluoropyridin-2-yl)(phenyl)methyl]-4-fluoro-1-[2-(4-methyl-5-oxo-4,5-dihydro-1,2,4-oxadiazol-3-yl)acetyl]pyrrolidine-2-carboxamide C1(CC1)C=1C=CC(=NC1F)[C@@H](NC(=O)[C@H]1N(C[C@@H](C1)F)C(CC1=NOC(N1C)=O)=O)C1=CC=CC=C1